ClC=1C=C2C(=C3C4(NC(NC13)=O)CCCCC4)OC(=C2)C(=O)N2CC4(CCC2)CCN(CC4)C(CC)=O 5'-chloro-2'-{9-propanoyl-2,9-diazaspiro[5.5]undecane-2-carbonyl}-7',8'-dihydro-6'H-spiro[cyclohexane-1,9'-furo[2,3-f]quinazoline]-7'-one